O=C1NC(CCC1N1C(OC2=C1C=CC(=C2)C#CCOCCCNC(OC(C)(C)C)=O)=O)=O 1-Tert-butyl N-[3-[3-[3-(2,6-dioxo-3-piperidyl)-2-oxo-1,3-benzoxazol-6-yl]prop-2-ynoxy]propyl]carbamate